C(C)(=O)OCCNC(C1=CC(=CC=C1)S(NC(CC1=CC(=CC=C1)\C(\N)=N/OC(C)=O)C=1SC2=C(N1)C=CC=C2)(=O)=O)=O 2-[[3-[[2-[3-[(E)-N'-acetoxycarbamimidoyl]phenyl]-1-(1,3-benzothiazol-2-yl)ethyl]sulfamoyl]benzoyl]amino]ethyl acetate